(2S,3S,4R,5R)-5-(2-(5-fluoropyridin-3-yl)-6-(((4-methylpyridin-2-yl)methyl)amino)-9H-purin-9-yl)-3,4-dihydroxyl-N'-methyltetrahydrofuran-2-carbohydrazide FC=1C=C(C=NC1)C1=NC(=C2N=CN(C2=N1)[C@H]1[C@@H]([C@@H]([C@H](O1)C(=O)NNC)O)O)NCC1=NC=CC(=C1)C